dibutyldipropylammonium C(CCC)[N+](CCC)(CCC)CCCC